19-amino-6-hydroxy-12-methyl-6,17-bis(trifluoromethyl)-22-oxa-3,4,20-triazatetracyclo[14.3.1.12,5.17,11]docosa-1(19),2,4,7(21),8,10,16(20),17-octaene-15-carbonitrile NC=1C=C(C=2C(CCC(C3=CC=CC(C(C4=NN=C(C1N2)O4)(C(F)(F)F)O)=C3)C)C#N)C(F)(F)F